NC1=CC=C(C(=O)[O-])C=C1.[Ag+] silver p-aminobenzoate